C1(CCC1)C1=CC(=C(C(=O)N2CCC(CC2)C2=C(C#N)C=CC=C2)C=C1C1=NNC(=C1)CC)C (1-(4-cyclobutyl-5-(5-ethyl-1H-pyrazol-3-yl)-2-methylbenzoyl)piperidin-4-yl)benzonitrile